[C@@H]1(C[C@H](O)[C@H](O1)CO)N1C(NC(=C1)C(=O)OC)=O methyl 1-(2-deoxy-β-D-ribofuranosyl)-2-oxo-2,3-dihydro-1H-imidazole-4-carboxylate